Methyl 6-(2,4-dichlorophenyl)-5-[4-[(3S)-1-(3-fluoropropyl) pyrrolidin-3-yl] oxyphenyl]-8,9-dihydro-7H-benzo[7]annulene-2-carboxylate ClC1=C(C=CC(=C1)Cl)C1=C(C2=C(CCC1)C=C(C=C2)C(=O)OC)C2=CC=C(C=C2)O[C@@H]2CN(CC2)CCCF